CC1=CN=C(O1)CC(=O)NC1=NNC(=C1)[C@@H]1C[C@@H](CC1)N(C([O-])=O)[C@H](CF)C (1R,3S)-3-(3-{[(5-methyl-1,3-oxazol-2-yl)acetyl]amino}-1H-pyrazol-5-yl)cyclopentyl[(2S)-1-fluoropropan-2-yl]carbamate